C(C)(C)(C)N(C(O)=O)C=1C=NC(=CC1)C(C(C)(C1=CC=NC=C1)C)O.BrC=1C=C(N)C=CC1OC1=CC=C(C=C1)S(=O)(=O)C 3-bromo-4-[4-(methylsulfonyl)phenoxy]aniline Tert-butyl-(6-(1-hydroxy-2-methyl-2-(pyridin-4-yl)propyl)pyridin-3-yl)carbamate